O=C1NC(CCC1N1C(C2=CC=C(C=C2C1)OCCCCNC(OC(C)(C)C)=O)=O)=O tert-butyl (4-((2-(2,6-dioxopiperidin-3-yl)-1-oxoisoindolin-5-yl)oxy)butyl)carbamate